FC1=CC=C(C(=O)C2CCN(CC2)CCN2C(NC3=CC=CC=C3C2=O)=O)C=C1 3-[2-[4-(4-fluorobenzoyl)piperidin-1-yl]ethyl]-1H-quinazoline-2,4-dione